9-methyl-8-oxo-2,3,7,15-tetraazatricyclo[12.3.1.02,6]Octadeca-1(18),3,5,14,16-pentaene-4-carboxylic acid methyl ester trifluoroacetate salt FC(C(=O)O)(F)F.COC(=O)C1=NN2C=3C=CN=C(CCCCC(C(NC2=C1)=O)C)C3